3-(4-(4-(5-((4-(4-chloro-7,7-dimethyl-5-oxo-5,7-dihydroindolo[1,2-a]quinazolin-10-yl)piperidin-1-yl)methyl)-2H-tetrazol-2-yl)piperidin-1-yl)-2,6-difluorophenyl)piperidine-2,6-dione ClC=1C=2C(N=C3N(C2C=CC1)C1=CC(=CC=C1C3(C)C)C3CCN(CC3)CC=3N=NN(N3)C3CCN(CC3)C3=CC(=C(C(=C3)F)C3C(NC(CC3)=O)=O)F)=O